N-(3-(chloromethyl)-1,2,4-thiadiazol-5-yl)-4-(3-(trifluoromethoxy)phenyl)furan-2-carboxamide ClCC1=NSC(=N1)NC(=O)C=1OC=C(C1)C1=CC(=CC=C1)OC(F)(F)F